COC(=O)C=1C=CC2=C(C=CC=3OC=4C=CC5=C(C4SC23)C=CC(=C5)C(=O)OC)C1.C1=CC(=CC=5C=CC=2OC=3C=CC4=C(C3SC2C51)C=CC(=C4)C(=O)O)C(=O)O dibenzo[a,j]phenoxathiine-3,11-dicarboxylic acid dimethyl-dibenzo[a,j]phenoxathiine-3,11-dicarboxylate